3-[[5-[2-(2-aminoethoxy)phenyl]-2,4-difluoro-anilino]methyl]-4-benzyloxybenzoic acid dihydrochloride Cl.Cl.NCCOC1=C(C=CC=C1)C=1C(=CC(=C(NCC=2C=C(C(=O)O)C=CC2OCC2=CC=CC=C2)C1)F)F